OP(O)OP(O)O.C(C)(C)(C)C1=C(C(=CC(=C1)C)C(C)(C)C)CC(O)C(CO)(CO)CO (2,6-di-t-butyl-4-methylphenyl)methyl-pentaerythritol diphosphite